FC12CC(C1)(C2)NC(=O)C2=CC=1C(=C(N=CC1)C)N2C N-{3-fluorobicyclo[1.1.1]pentan-1-yl}-1,7-dimethylpyrrolo[2,3-c]pyridine-2-carboxamide